C(CC)CCN 2-propyl-ethyl-amine